BrCCCCCC(=O)N(CCCCCCCC)CCCCCCCC 6-bromo-N,N-dioctyl-hexanamide